Cl.FC1([C@H](C1)C1=CC=C(OC2CC(C2)N)C=C1)F (1r,3r)-3-(4-(2,2-difluorocyclopropyl)phenoxy)cyclobutane-1-amine hydrochloride